Magnesium L-lactate C([C@@H](O)C)(=O)[O-].[Mg+2].C([C@@H](O)C)(=O)[O-]